8-(2,6-Difluorobenzyl)-2-((5-ethylfuran-2-yl)methyl)-6-phenylimidazo[1,2-a]pyrazin FC1=C(CC=2C=3N(C=C(N2)C2=CC=CC=C2)C=C(N3)CC=3OC(=CC3)CC)C(=CC=C1)F